NC/C(/CN1N=CN(C1=O)C1=NC=C(C=C1C)C=1C=NC(=CC1)N1CCNCC1)=C\F 2-[(E)-2-(aminomethyl)-3-fluoro-allyl]-4-[3-methyl-5-(6-piperazin-1-yl-3-pyridyl)-2-pyridyl]-1,2,4-triazol-3-one